C1(=CC=CC=C1)C1=NC2=CC(=CC=C2C=C1)CO (2-phenylquinoline-7-yl)methanol